tert-butyl ((1-(cyanomethyl)-2-oxo-1,2-dihydropyridin-4-yl)methyl)carbamate C(#N)CN1C(C=C(C=C1)CNC(OC(C)(C)C)=O)=O